N-[2-(3-cyanophenyl)-3-(2,6-dimethyl-4-pyridinyl)pyrazolo[1,5-a]pyrimidin-5-yl]-2-hydroxy-2-methyl-propionamide C(#N)C=1C=C(C=CC1)C1=NN2C(N=C(C=C2)NC(C(C)(C)O)=O)=C1C1=CC(=NC(=C1)C)C